1-(3-(4,4-bis(methoxy-methyl)cyclohexyl)-2-((methyl(2-(methylamino)-ethyl)amino)methyl)-6,7-dihydropyrazolo[1,5-a]-pyrazin-5(4H)-yl)-2-cyclopropylethan-1-one COCC1(CCC(CC1)C=1C(=NN2C1CN(CC2)C(CC2CC2)=O)CN(CCNC)C)COC